anthracene-9-ylmethyl bromide C1=CC=CC2=CC3=CC=CC=C3C(=C12)CBr